FC1C(=O)OC1C α-fluoro-β-butyrolactone